C(=O)(O)C1=CC=CC(=N1)CN1CCOCCOCCN(CCOCCOCC1)CC1=CC(=CC(=N1)C(=O)O)N=C=S 6-((16-((6-carboxypyridin-2-yl)methyl)1,4,10,13-tetraoxa-7,16-diazacyclooctadecan-7-yl)methyl)4-isothiocyanatopicolinic acid